N1=CN=CC2=C1CCN(C2)C(=O)[C@@H]2CC21CCN(CC1)C(=O)OC(C(F)(F)F)C(F)(F)F |r| 1,1,1,3,3,3-Hexafluoropropan-2-yl (±)-1-(5,6,7,8-tetrahydropyrido[4,3-d]pyrimidin-6-carbonyl)-6-azaspiro[2.5]octan-6-carboxylat